C(#N)C1=C2C(C(=NN(C2=CC=C1)C1=CC(=C(C=C1)OC)OC)C(=O)OCC)=O ethyl 5-cyano-1-(3,4-dimethoxyphenyl)-4-oxo-cinnoline-3-carboxylate